ClC1=C(C=C2C(=C(N(C2=C1F)C)C1=NNC(=N1)[C@H](C)N(C)C)C=1C=NNC1)OC (S)-1-(3-(6-chloro-7-fluoro-5-methoxy-1-methyl-3-(1H-pyrazol-4-yl)-1H-indol-2-yl)-1H-1,2,4-triazol-5-yl)-N,N-dimethylethan-1-amine